tert-Butyl 4-(3-methoxy-3-oxopropanoyl)piperidine-1-carboxylate COC(CC(=O)C1CCN(CC1)C(=O)OC(C)(C)C)=O